3-acetyl-L-alanine C(C)(=O)C[C@H](N)C(=O)O